C(C)(C)(C)OC(=O)N1CC(C1)(C[N+](=O)[O-])N 3-Amino-3-(nitromethyl)azetidine-1-carboxylic acid tert-butyl ester